CC=1SC2=C(N1)C=CC(=C2)NC(=O)C=2C=NN1C2N=C(C=C1C)C N-(2-METHYL-1,3-BENZOTHIAZOL-6-YL)-5,7-DIMETHYLPYRAZOLO[1,5-a]PYRIMIDINE-3-CARBOXAMIDE